5-methyl-2-phenyl-3-(piperidin-1-yl)-6-(pyridin-4-ylmethyl)pyrazolo[1,5-a]pyrimidin-7(4H)-one CC=1NC=2N(C(C1CC1=CC=NC=C1)=O)N=C(C2N2CCCCC2)C2=CC=CC=C2